1-(4-methoxy-5-(trifluoromethyl)pyridin-2-yl)piperazine hydrochloride Cl.COC1=CC(=NC=C1C(F)(F)F)N1CCNCC1